COC=1C=C(C=C(C1)C1=CC=C2C=NC(=NC2=C1)NC)NC(C=C)=O N-{3-methoxy-5-[2-(methylamino)quinazolin-7-yl]phenyl}prop-2-enamide